N,N'-bis(naphthalen-yl)-N,N'-diphenyl-benzidine C1(=CC=CC2=CC=CC=C12)N(C1=CC=C(C=C1)C1=CC=C(N(C2=CC=CC=C2)C2=CC=CC3=CC=CC=C23)C=C1)C1=CC=CC=C1